NCCCP(O)(O)=O gamma-amino-propylphosphonic acid